4-[4-(3-anisoyl)aminophenyl]butyric acid C(C1=CC(=CC=C1)OC)(=O)NC1=CC=C(C=C1)CCCC(=O)O